C(=O)C=1C=C(OCC(=O)OCC2=CC=CC=C2)C=CC1 benzyl (3-formylphenoxy)acetate